NC1=C(C=CC(=C1)S(=O)(=O)C)C1=CCCCN1C(=O)OC(C)(C)C tert-butyl 6-(2-amino-4-(methylsulfonyl)phenyl)-3,4-dihydropyridine-1-carboxylate